C=C\C(\C)=C\CC=C(C)C (E)-β-OCIMENE